C1(=CC=CC=C1)CCCCl Phenyl-3-chloropropane